N-(2-(4,4,5,5-Tetramethyl-1,3,2-dioxaborolan-2-yl)-5-(trifluoromethyl)phenyl)ethanesulfonamide aluminum [Al].CC1(OB(OC1(C)C)C1=C(C=C(C=C1)C(F)(F)F)NS(=O)(=O)CC)C